acrylic acid, ethyl ester C(C=C)(=O)OCC